2-(2,6-Dioxopiperidin-3-yl)-5-methylisoindoline-1,3-dione O=C1NC(CCC1N1C(C2=CC=C(C=C2C1=O)C)=O)=O